N[C@H]1CCC[C@H](C(NC=2C=NN(C2C=2C=CN=C1C2)C)=O)C (9R,13S)-13-amino-3,9-dimethyl-3,4,7,15-tetraazatricyclo[12.3.1.02,6]octadeca-1(18),2(6),4,14,16-pentaen-8-one